(3-((1R,3R)-1-(4-((1-(3-fluoropropyl)azetidin-3-yl)oxy)phenyl)-3-methyl-1,3,4,9-tetrahydro-2H-pyrido[3,4-b]indol-2-yl)bicyclo[1.1.1]pentan-1-yl)methanol FCCCN1CC(C1)OC1=CC=C(C=C1)[C@H]1N([C@@H](CC2=C1NC1=CC=CC=C21)C)C21CC(C2)(C1)CO